Benzyl (R)-10-cyclopropyl-1-(9H-fluoren-9-yl)-3,6-dioxo-2,9-dioxa-4,7-diazaundecan-11-oate C1(CC1)[C@@H](OCNC(CNC(OCC1C2=CC=CC=C2C=2C=CC=CC12)=O)=O)C(=O)OCC1=CC=CC=C1